O1C(OCC1)CC[C@@H](C(C)C)N1CC2(C1)CN(CC2)C=2N=CN=NC2OC2=C(C(=O)N(C(C)C)CC)C=C(C=C2)F (S)-2-((5-(2-(1-(1,3-dioxolan-2-yl)-4-methylpent-3-yl)-2,6-diazaspiro[3.4]oct-6-yl)-1,2,4-triazin-6-yl)oxy)-N-ethyl-5-fluoro-N-isopropylbenzamide